BrC=1C=C(C2=C(CC(O2)(C)CNC(=O)OC(C)(C)C)C1)[C@@H](C)NC1=NC=2N(C=C1)N=CC2C(=O)OCC ethyl 5-(((1R)-1-(5-bromo-2-(((tert-butoxycarbonyl)amino)methyl)-2-methyl-2,3-dihydrobenzofuran-7-yl)ethyl)amino)pyrazolo[1,5-a]pyrimidine-3-carboxylate